FC1=C(C=CC=C1)[C@@H]1[C@H](OC(O1)C)CO ((4R,5R)-5-(2-fluorophenyl)-2-methyl-1,3-dioxolan-4-yl)methanol